[6-Chloro-5-(cyclopropylmethoxy)-4-(2,4-dichlorophenyl)-2-pyridyl]methanol ClC1=C(C(=CC(=N1)CO)C1=C(C=C(C=C1)Cl)Cl)OCC1CC1